Cl.C1(CC1)C(=O)C1=CNC=2N=CN=C(C21)N[C@H]2CNCCC2 (R)-cyclopropyl-(4-(piperidin-3-ylamino)-7H-pyrrolo[2,3-d]pyrimidin-5-yl)methanone hydrochloride